2,2-dimethyl-ethen CC(=C)C